C(CCCCCCCCCCCCCCCCCCCCCCCCCCCC=C)N 29-triaconten-1-amine